ClC1=CC=2N(C=C1)C=NC2CC(=O)NC2=NC(=NC(=C2)NCC=2N=C1N(C=C(C=C1)C1CC1)C2)C(C)O 2-(7-chloroimidazo[1,5-a]pyridin-1-yl)-N-(6-(((6-cyclopropylimidazo[1,2-a]pyridin-2-yl)methyl)amino)-2-(1-hydroxyethyl)pyrimidin-4-yl)acetamide